7-(2-((2-((cis)-3-(trifluoromethyl)cyclohexyl)pyrimidin-5-yl)oxy)ethyl)-2-thia-7-azaspiro[3.5]nonane 2,2-dioxide FC([C@H]1C[C@H](CCC1)C1=NC=C(C=N1)OCCN1CCC2(CS(C2)(=O)=O)CC1)(F)F